4-((4-(8-((2-(2,6-dioxopiperidin-3-yl)-1-oxoisoindolin-4-yl)amino)-8-oxooctanoyl)piperazin-1-yl)methyl)-N-(4-methyl-3-((4-(pyridin-3-yl)pyrimidin-2-yl)amino)phenyl)benzamide O=C1NC(CCC1N1C(C2=CC=CC(=C2C1)NC(CCCCCCC(=O)N1CCN(CC1)CC1=CC=C(C(=O)NC2=CC(=C(C=C2)C)NC2=NC=CC(=N2)C=2C=NC=CC2)C=C1)=O)=O)=O